N1(CCC1)[C@H](CNS(=O)(=O)C1=CC=C2C=CNC2=C1)C1=CN(C2=CC=CC=C12)C (S)-N-(2-(azetidin-1-yl)-2-(1-methyl-1H-indol-3-yl)ethyl)-1H-indole-6-sulfonamide